CC=1NC=C(C1C(=O)OCCCC)C n-butyl 2,4-dimethylpyrrole-3-carboxylate